Cl.C(C)(C)(C)C=1C=CC(=C(C1)C=1C=C2C(=NNC2=CC1)NC(=O)[C@H]1CNCCC1)Cl (3R)-N-[5-(5-tert-butyl-2-chlorophenyl)-1H-indazol-3-yl]piperidine-3-carboxamide hydrochloride